(R)-N-(2-(2-chlorophenyl)propan-2-yl)-2-methyl-3-(pyrrolidin-1-yl)propanamide ClC1=C(C=CC=C1)C(C)(C)NC([C@@H](CN1CCCC1)C)=O